NC=1SC=C(N1)CC(=O)N(CCC1=CC=C(C=C1)NC(C)=O)CC(C1=CC=CC=C1)O N-(4-{2-[[2-(2-amino-thiazol-4-yl)-acetyl]-(2-hydroxy-2-phenyl-ethyl)-amino]-ethyl}-phenyl)-acetamide